4-(6-((2-fluoro-5-(methoxycarbonyl)benzyl)oxy)pyridin-2-yl)piperidine-1-carboxylic acid tert-butyl ester C(C)(C)(C)OC(=O)N1CCC(CC1)C1=NC(=CC=C1)OCC1=C(C=CC(=C1)C(=O)OC)F